2-ethyl-N-sulfopropylamine C(C)C(CNS(=O)(=O)O)C